C[C@H]1[C@H](CN(C1)C1=C2C=NN(C2=CC=C1[N+](=O)[O-])C)NC(OC(C)(C)C)=O tert-butyl N-[(3R,4R)-4-methyl-1-(1-methyl-5-nitro-indazol-4-yl)pyrrolidin-3-yl]carbamate